O=C1N(CC2=CC(=CC=C12)C1CCN(CC1)CC=1C(=NNC1)C=1C=NC=CC1)C1C(NC(CC1)=O)=O 3-(1-oxo-5-(1-((3-(pyridin-3-yl)-1H-pyrazol-4-yl)methyl)piperidin-4-yl)isoindolin-2-yl)piperidine-2,6-dione